2-(1H-indol-3-yl)-2-(o-tolyl)indol-3-one N1C=C(C2=CC=CC=C12)C1(NC2=CC=CC=C2C1=O)C1=C(C=CC=C1)C